4-(5-cyano-2-methoxyphenyl)-6-methyl-N-(5-((tetrahydro-2H-pyran-4-yl)sulfonyl)-5,6-dihydro-4H-pyrrolo[3,4-d]thiazol-2-yl)nicotinamide C(#N)C=1C=CC(=C(C1)C1=CC(=NC=C1C(=O)NC=1SC2=C(N1)CN(C2)S(=O)(=O)C2CCOCC2)C)OC